ClC1=CC=CC(=N1)B(O)O 6-CHLOROPYRIDINE-2-BORONIC ACID